4-methylenedioxybenzenepropylamine C1OC2=CC=C(C=C2O1)CCCN